CCCCCCCCCCCCCC n-TETRADECANE